[(3-fluoro-2-methoxyphenyl)amino]-2-[2-methylthieno[3,2-b]pyridin-7-yl]-5H,6H,7H-pyrazolo[1,5-a]pyrazin-4-one FC=1C(=C(C=CC1)NC=1C(=NN2C1C(NCC2)=O)C2=C1C(=NC=C2)C=C(S1)C)OC